COC(CC=1OC(=CC(C1)=O)OC)CCC 2,6-dimethoxypentyl-4-pyrone